2-((2-acetamidophenyl)amino)-N-(3-methylbenzyl)acetamide C(C)(=O)NC1=C(C=CC=C1)NCC(=O)NCC1=CC(=CC=C1)C